C1(CCCCC1)C(=O)OCCC n-propyl cyclohexanecarboxylate